5-(6-(7,8-dimethyl-3-(trifluoromethyl)-[1,2,4]triazolo[4,3-b]pyridazin-6-yl)-5,6,7,8-tetrahydro-1,6-naphthyridin-3-yl)-2-oxa-5-azabicyclo[2.2.1]heptane CC1=C(C=2N(N=C1N1CC=3C=C(C=NC3CC1)N1C3COC(C1)C3)C(=NN2)C(F)(F)F)C